BrC=1C=C2C(=NC=NC2=CC1OC)C=1C(=NN(C1)CC(F)F)C1=CC=CC=C1 6-bromo-4-(1-(2,2-difluoroethyl)-3-phenyl-1H-pyrazol-4-yl)-7-methoxyquinazoline